N-methyl-2-phenyl-anilinopalladium (2+) CN(C1=C(C=CC=C1)C1=CC=CC=C1)[Pd+2]